Cl.C(CCC)C1=CC=CC(=N1)C(=O)NNC(C1=CC=NC=C1)=O 6-butyl-N'-isonicotinoylpicolinohydrazide hydrogen chloride